tert-butyl 2-[[3-chloro-4-[3-(hydroxymethyl)azetidin-1-yl]phenyl]methyl]morpholine-4-carboxylate ClC=1C=C(C=CC1N1CC(C1)CO)CC1CN(CCO1)C(=O)OC(C)(C)C